C(C)(C)(C)N(C1(CNCC1)C)C N-(tert-butyl)-N,3-dimethylpyrrolidin-3-amine